3-(2-methyl-2H-tetrazol-5-yl)-N-(2-(9-oxo-1-(2,2,2-trifluoroethoxy-1,1-d2)-6,7-dihydropyrido[3',4':4,5]pyrrolo[1,2-a]pyrazin-8(9H)-yl-6,6,7,7-d4)ethyl-1,1,2,2-d4)benzamide CN1N=C(N=N1)C=1C=C(C(=O)NC(C([2H])([2H])N2C(C=3N(C(C2([2H])[2H])([2H])[2H])C2=C(C3)C(=NC=C2)OC(C(F)(F)F)([2H])[2H])=O)([2H])[2H])C=CC1